4-(4-amino-2-fluoro-5-(methylsulfinyl)phenyl)-7-(1H-pyrazol-4-yl)isoxazolo[4,5-c]Pyridin-3-amine trifluoroacetate salt FC(C(=O)O)(F)F.NC1=CC(=C(C=C1S(=O)C)C1=NC=C(C2=C1C(=NO2)N)C=2C=NNC2)F